[BH4-].C1(=CC=CC=C1)C#CC 1-phenyl-1-propyne borohydride